(1s,4s)-4-(5-ethyl-4-((4-((2-(methoxymethyl)phenyl)amino)-5-(trifluoromethyl)pyrimidin-2-yl)amino)-1H-pyrazol-1-yl)-1-iminohexahydro-1λ6-thiopyran 1-oxide C(C)C1=C(C=NN1C1CCS(CC1)(=N)=O)NC1=NC=C(C(=N1)NC1=C(C=CC=C1)COC)C(F)(F)F